methyl(trifluoromethyl)((4-((5-(trifluoromethyl)-1,2,4-oxadiazol-3-yl)methyl)phenyl)imino)-λ6-sulfanone CS(=O)(=NC1=CC=C(C=C1)CC1=NOC(=N1)C(F)(F)F)C(F)(F)F